OC=1C=C(C=CC1OC)C1=CC2=C(C=N1)NC(N2C2=CC(=C(C(=C2)OC)OC)OC)=O 6-(3-hydroxy-4-methoxyphenyl)-1-(3,4,5-trimethoxyphenyl)-1,3-dihydro-2H-imidazo[4,5-c]pyridin-2-one